2-{3-methoxy-4-[(1s,4s)-4-(dimethylamino)cyclohexyloxy]phenylamino}-4-(3-quinolylamino)pyrimidine COC=1C=C(C=CC1OC1CCC(CC1)N(C)C)NC1=NC=CC(=N1)NC=1C=NC2=CC=CC=C2C1